(S)-2-((tert-butoxycarbonyl)amino)-5-ureidopentanoic acid C(C)(C)(C)OC(=O)N[C@H](C(=O)O)CCCNC(=O)N